ClCC1=NC2=C(N1C[C@H]1OCC1)C=C(C=C2)C(C(=O)OC)(C)C methyl (S)-2-(2-(chloromethyl)-1-(oxetan-2-ylmethyl)-1H-benzo[d]imidazol-6-yl)-2-methylpropionate